Octahectane CCCCCCCCCCCCCCCCCCCCCCCCCCCCCCCCCCCCCCCCCCCCCCCCCCCCCCCCCCCCCCCCCCCCCCCCCCCCCCCCCCCCCCCCCCCCCCCCCCCCCCCCCCCC